FC1(CCN(CCC1)C1=NC=C(C=C1C(=O)NC1=CC(=NC=C1)OC)C(F)(F)F)F 2-(4,4-difluoroazepan-1-yl)-N-(2-methoxy-4-pyridyl)-5-(trifluoro-methyl)pyridine-3-carboxamide